1-(5-methoxy-2-methyl-2,3-dihydro-1-benzofuran-6-yl)propan-2-amine COC=1C(=CC2=C(CC(O2)C)C1)CC(C)N